FC=1C=C(C=CC1)[C@H](C)NC(=O)C1=CN(C2=CC=C(C=C12)C1=CC=2N(C=C1)N=C(N2)NC(OC)=O)C methyl (S)-(7-(3-((1-(3-fluorophenyl)ethyl)carbamoyl)-1-methyl-1H-indol-5-yl)-[1,2,4]triazolo[1,5-a]pyridin-2-yl)carbamate